methyl (2S)-5-morpholinopiperidine-2-carboxylate O1CCN(CC1)C1CC[C@H](NC1)C(=O)OC